6-(cis-3-(Benzyloxy)cyclobutoxy)-2,2-dimethyl-N-(6-(1-methyl-1H-pyrazol-4-yl)pyridin-2-yl)-2,3-dihydrofuro[2,3-b]pyridine-5-carboxamide C(C1=CC=CC=C1)O[C@H]1C[C@H](C1)OC1=C(C=C2C(=N1)OC(C2)(C)C)C(=O)NC2=NC(=CC=C2)C=2C=NN(C2)C